ClC1=C(C=CC=2C3=C(NC12)CCN([C@H]3C)C(=O)C3=NC=C(C=N3)OCCNC)Cl (S)-(6,7-dichloro-1-methyl-1,3,4,5-tetrahydro-2H-pyrido[4,3-b]indol-2-yl)(5-(2-(methylamino)ethoxy)pyrimidin-2-yl)methanone